(4-hydroxy-1-oxoisoindolin-2-yl)-2,6-dioxopiperidine-1-carboxylic acid OC1=C2CN(C(C2=CC=C1)=O)C1C(N(C(CC1)=O)C(=O)O)=O